7-[[5-[3-[(dimethylamino)-methyl]morpholin-4-yl]-2-pyridyl]amino]-4-(7-fluoroimidazo[1,2-a]pyridin-3-yl)isoindolin-1-one CN(C)CC1N(CCOC1)C=1C=CC(=NC1)NC=1C=CC(=C2CNC(C12)=O)C1=CN=C2N1C=CC(=C2)F